CC1=C(C(=O)N)C=CC(=C1)NC1=NC=C(C(=N1)OC1=C2C(N(C3(C2=CC=C1)CC3)C)=O)C(F)(F)F methyl-4-((4-((2'-methyl-3'-oxospiro[cyclopropane-1,1'-isoindolin]-4'-yl)oxy)-5-(trifluoromethyl)pyrimidin-2-yl)amino)benzamide